N1N=CC(=C1)C1N(CCN(C1)C1=NC(=NC=C1)C1=CN=C2N1C=C(C=C2)C(F)(F)F)C(=O)C2CC21CC1 (2-(1H-pyrazol-4-yl)-4-(2-(6-(trifluoromethyl)imidazo[1,2-a]pyridin-3-yl)pyrimidin-4-yl)piperazin-1-yl)(spiro[2.2]pentan-1-yl)methanone